(Z)-2-(4-(tert-butyl)phenyl)-N'-hydroxyethylacetamidine C(C)(C)(C)C1=CC=C(C=C1)C/C(=N/CCO)/N